6-(4-Bromophenyl)-N-(3-pyridylmethyl)pyridine BrC1=CC=C(C=C1)C1=CC=CCN1CC=1C=NC=CC1